BrC=1C=CC2=C(OC(C(N2)=O)CC)N1 6-bromo-3-ethyl-1H-pyrido[2,3-b][1,4]Oxazin-2(3H)-one